COCCN1[C@@H](CN(CC1)C1=CC(=NC=C1)NC=1SC2=NC(=CC=C2N1)C1=CC=NC=C1)C (R)-N-(4-(4-(2-methoxy-ethyl)-3-methylpiperazin-1-yl)pyridin-2-yl)-5-(pyridin-4-yl)thiazolo-[5,4-b]pyridin-2-amine